racemic-5-(1-methyl-1,2,3,4-tetrahydroisoquinolin-6-yl)-N-(4-(methylsulfonyl)phenyl)-2,6-naphthyridin-3-amine C[C@H]1NCCC2=CC(=CC=C12)C1=C2C=C(N=CC2=CC=N1)NC1=CC=C(C=C1)S(=O)(=O)C |r|